2-(2-((5-(1-aminoisoquinolin-7-yl)-2-(1-(2-methoxyethyl)azetidin-3-yl)-2H-indazol-3-yl)methoxy)phenyl)acetic acid NC1=NC=CC2=CC=C(C=C12)C1=CC2=C(N(N=C2C=C1)C1CN(C1)CCOC)COC1=C(C=CC=C1)CC(=O)O